C(C)(C)(C)C=1C=C(C=C(C1)C(C)(C)C)NC1=CC=C(C=C1)NC1=CC(=CC(=C1)C(C)(C)C)C(C)(C)C N1,N4-bis(3,5-di-tert-butylphenyl)benzene-1,4-diamine